N=1C=CN2C1C=CC(=C2)CN2N=NC=1C2=NC(=CN1)C=1C=C(C=CC1)P(C)(C)=O (3-(1-(Imidazo[1,2-a]pyridin-6-ylmethyl)-1H-[1,2,3]triazolo[4,5-b]pyrazin-6-yl)phenyl)dimethylphosphine Oxide